racemic-3-(3-chloro-4-fluorophenyl)-1-(8-fluoro-6-oxo-1,4,5,6-tetrahydro-2H-pyrano[3,4-c]isoquinolin-1-yl)-1-methylurea ClC=1C=C(C=CC1F)NC(N(C)[C@H]1COCC=2NC(C=3C=C(C=CC3C21)F)=O)=O |r|